COC(=O)C1CCN(CC1)CC1=C(C=C(C=C1C(C)C)Br)C(C)C 1-(4-bromo-2,6-diisopropylbenzyl)piperidine-4-carboxylic acid methyl ester